C(#N)C(C1=NOC=C1)NC(=O)[C@@H]1[C@H]2C([C@H]2CN1C(=O)[C@H](C(C)(C)C)NC(OC(C)(C)C)=O)(C)C tert-butyl N-[(1S)-1-[(1R,2S,5S)-2-[[cyano(isoxazol-3-yl)methyl]carbamoyl]-6,6-dimethyl-3-azabicyclo[3.1.0]hexane-3-carbonyl]-2,2-dimethyl-propyl]carbamate